C(C)OC(=O)C=1C(=NC(=NC1)SC)C(NCCNNC1=C(C=CC=C1Cl)Br)=O 2-methylthio-4-((2-(2-(2-bromo-6-chlorophenyl)hydrazino)ethyl)carbamoyl)pyrimidine-5-carboxylic acid ethyl ester